N1=C(C=CC=C1)CN(CC1=NC=CC=C1)CC=1N=NN(C1)C1=CC=C(CCNC(OC(C)(C)C)=O)C=C1 tert-butyl (4-(4-((bis(pyridin-2-ylmethyl)amino)methyl)-1H-1,2,3-triazol-1-yl)phenethyl)carbamate